C1(CCCC1)C1=NC(=CC(=C1)C1=NC(=NO1)C1=CC(=C(C(=C1)C)OC[C@H]1OC(OC1)(C)C)CC)OC (R)-5-(2-cyclopentyl-6-methoxypyridin-4-yl)-3-(4-((2,2-dimethyl-1,3-dioxolan-4-yl)methoxy)-3-ethyl-5-methylphenyl)-1,2,4-oxadiazole